2-(((S)-1-(1H-1,2,4-triazol-1-yl)propan-2-yl)oxy)-4-(2-((3-(3-methoxybutoxy)-1-((1r,4r)-4-morpholinocyclohexyl)-1H-pyrazol-4-yl)amino)pyrimidin-5-yl)benzonitrile N1(N=CN=C1)C[C@H](C)OC1=C(C#N)C=CC(=C1)C=1C=NC(=NC1)NC=1C(=NN(C1)C1CCC(CC1)N1CCOCC1)OCCC(C)OC